(S)-N8-BENZYL-3-CYCLOPROPYL-N6-(1-METHYLPIPERIDIN-3-YL)IMIDAZO[1,2-B]PYRIDAZINE-6,8-DIAMINE C(C1=CC=CC=C1)NC=1C=2N(N=C(C1)N[C@@H]1CN(CCC1)C)C(=CN2)C2CC2